COC=1C2=CC=C3C(=C2C(=C2C=CC=CC12)OC)C=CC=C3 7,12-dimethoxybenzo(a)anthracene